ClC1=NN(C2=NC(=NC=C21)Cl)C[C@@H](COC2=NN(C(=C2[N+](=O)[O-])C)C=2C(=NC(=NC2)C)OC)F (S)-3,6-dichloro-1-(2-fluoro-3-((1-(4-methoxy-2-methylpyrimidin-5-yl)-5-methyl-4-nitro-1H-pyrazol-3-yl)oxy)propyl)-1H-pyrazolo[3,4-d]pyrimidine